1-phenylcyclohexylpiperidin C1(=CC=CC=C1)C1(CCCCC1)N1CCCCC1